C(C)(=O)C1=NN(C2=CC=C(C=C12)C(=O)O)CC(=O)N(C1CC1)CC(=O)NCC1=C(C(=CC=C1)Cl)F 3-acetyl-1-(2-((2-((3-chloro-2-fluorobenzyl)amino)-2-oxoethyl)(cyclopropyl)amino)-2-oxoethyl)-1H-indazole-5-carboxylic acid